FC(C(=O)O)(F)F.O=C1N(C(C=C1)=O)CCCCCC(=O)N 6-(2,5-dioxo-2,5-dihydro-1H-pyrrol-1-yl)hexanamide 2,2,2-trifluoroacetate